4-Cyclohexyldimethylene diisocyanate C1CCC(CC1)C(CN=C=O)N=C=O